3',6'-di(3-oxa-6-azabicyclo[3.1.1]heptan-6-yl)-N-(2-(2-((6-chlorohexyl)oxy)ethoxy)ethyl)-3-oxo-3H-spiro[isobenzofuran-1,9'-xanthene]-6-carboxamide C12COCC(N1C=1C=CC=3C4(C5=CC=C(C=C5OC3C1)N1C3COCC1C3)OC(C3=CC=C(C=C34)C(=O)NCCOCCOCCCCCCCl)=O)C2